N-(1-(4-((5-Chloro-2-fluorophenyl)amino)pyrido[3,2-d]pyrimidin-6-yl)azetidin-3-yl)acrylamide ClC=1C=CC(=C(C1)NC=1C2=C(N=CN1)C=CC(=N2)N2CC(C2)NC(C=C)=O)F